NCCNC(C)[Si](OCCC)(OCCC)OCCC N-(β-aminoethyl)-α-aminoethyltripropoxysilane